methyl (3,3,3-trifluoropropyl) carbonate C(OC)(OCCC(F)(F)F)=O